methyl 2-(bromomethyl)-4-methoxybenzoate BrCC1=C(C(=O)OC)C=CC(=C1)OC